(S)-1-(2-(3,4-difluoro-5-methylphenyl)-4-methyl-4,5,6,7-tetrahydro-2H-pyrazolo[4,3-c]pyridin-3-yl)-3-(4-fluoro-1-methyl-1H-indazol-5-yl)-1,3-dihydro-2H-imidazol-2-one FC=1C=C(C=C(C1F)C)N1N=C2C([C@@H](NCC2)C)=C1N1C(N(C=C1)C=1C(=C2C=NN(C2=CC1)C)F)=O